3-(N-(4-bromophenyl)sulfamoyl)-N-(furan-2-ylmethyl)benzamide BrC1=CC=C(C=C1)NS(=O)(=O)C=1C=C(C(=O)NCC=2OC=CC2)C=CC1